BrC1=C(C=C2C(=NC(=NC2=C1F)OC[C@]12CCCN2C[C@@H](C1)F)N1C[C@@](CCC1)(O)C)Cl (R)-1-(7-bromo-6-chloro-8-fluoro-2-(((2R,7aS)-2-fluorohexahydro-1H-pyrrolizin-7a-yl)methoxy)quinazolin-4-yl)-3-methylpiperidin-3-ol